Br[C@]1(CC=CC=C1)CCN (R)-1-bromophenylethylamine